C(C)(C)(C)C1=C(C=C(C=C1O)C1C=CCC1)O 2-Tert-butyl-5-cyclopent-2-en-1-ylbenzene-1,3-diol